C(#N)C1=C(OC=2C=C3C(N(C=NC3=CC2)C2CC3(C2)CCN(CC3)C3CCC2(CN(C2)C(=O)OC(C)(C)C)CC3)=O)C(=CC=C1NS(N(C)CC)(=O)=O)F tertbutyl 7-[2-[6-[2-cyano-3-[[ethyl(methyl)sulfamoyl]amino]-6-fluoro-phenoxy]-4-oxo-quinazolin-3-yl]-7-azaspiro[3.5]nonan-7-yl]-2-azaspiro[3.5]nonane-2-carboxylate